2-(7-(2'-Chloro-2-methyl-[1,1'-biphenyl]-3-yl)-1,3,4,5-tetrahydro-2H-benzo[c]azepin-2-yl)acetic acid ClC1=C(C=CC=C1)C1=C(C(=CC=C1)C1=CC2=C(CN(CCC2)CC(=O)O)C=C1)C